3,6-Dichloro-4-methylpyrimidine ClN1CN=C(C=C1C)Cl